ClC=1N=C(C2=C(N1)SC(=C2C)C)Cl 2,4-dichloro-5,6-dimethylthieno[2,3-d]pyrimidine